N-(2-phenyl-1,2,3,4-tetrahydroquinolin-6-yl)methylsulfonamide C1(=CC=CC=C1)C1NC2=CC=C(C=C2CC1)CNS(=O)=O